NCCC1=NN(C(O1)=O)C=1C=CC=2OCC(NC2N1)=O 6-[5-(2-aminoethyl)-2-oxo-1,3,4-oxadiazol-3-yl]-4H-pyrido[3,2-b][1,4]oxazin-3-one